Tert-butyl 1-(3-(2-methoxyphenyl)-1,2,4-oxadiazol-5-yl)piperidine-4-carboxylate COC1=C(C=CC=C1)C1=NOC(=N1)N1CCC(CC1)C(=O)OC(C)(C)C